ClCCOCCOCCOCCOCCCl triethylene glycol bis(chloroethyl) ether